methyl 2-(1-(7-(6-((4-chloro-2-fluorobenzyl) oxy) pyridin-2-yl)-2,3-dihydrobenzofuran-4-yl) ethyl)-1-((1-(fluoromethyl) cyclopropyl) methyl)-1H-benzo[d]imidazole-6-carboxylate ClC1=CC(=C(COC2=CC=CC(=N2)C2=CC=C(C=3CCOC32)C(C)C3=NC2=C(N3CC3(CC3)CF)C=C(C=C2)C(=O)OC)C=C1)F